1-(8-chloro-9-methyl-pyrido[3',2':4,5]thieno[3,2-d]pyrimidin-4-yl)azetidine-3-carbonitrile ClC1=C(C2=C(SC3=C2N=CN=C3N3CC(C3)C#N)N=C1)C